1-[3-methyl-4-(phenylsulfanyl)phenyl]-3-phenylurea CC=1C=C(C=CC1SC1=CC=CC=C1)NC(=O)NC1=CC=CC=C1